(2S)-2-allyl-pyrrolidine C(C=C)[C@H]1NCCC1